CC1=CC=C(O1)C=1C=2N(C=CN1)C=C(N2)C(F)(F)F 8-(5-methylfuran-2-yl)-2-(trifluoromethyl)imidazo[1,2-a]pyrazin